C(C)(CC)[O-] sec-butanolate